OC1=CC=C(C(=O)NCC(CNC(C2=CC=C(C=C2)O)=O)(C)CNC(C2=CC=C(C=C2)O)=O)C=C1 4-hydroxy-N-[3-[(4-hydroxybenzoyl)amino]-2-[[(4-hydroxybenzoyl)amino]methyl]-2-methyl-propyl]benzamide